(Z)-6-cyclopropoxy-4-(N'-hydroxycarbamimidoyl)pyridine-2-carboxylic acid methyl ester COC(=O)C1=NC(=CC(=C1)/C(/N)=N/O)OC1CC1